[Na+].C(C)N(C=1C(=C(C(=O)[O-])C=C(C1)C=1C=NC(=CC1)CN1CCC(CC1)O)C)C1CCOCC1 3-[ethyl(oxan-4-yl)amino]-5-{6-[(4-hydroxypiperidin-1-yl)methyl]pyridin-3-yl}-2-methylbenzoic acid sodium salt